2-bromo-6,7-dihydropyrazolo[1,5-a]pyridin-4(5H)-one BrC1=NN2C(C(CCC2)=O)=C1